5-(6,7-dichloro-3-(1H-pyrazol-4-yl)-1H-indol-2-yl)-4H-1,2,4-triazole-3-carbonitrile ClC1=CC=C2C(=C(NC2=C1Cl)C=1NC(=NN1)C#N)C=1C=NNC1